CS(=O)(=O)CCOC 2-methoxyethyl (methyl) sulfone